FC(CCC(C[Si](OC)(OC)OC)C(C(C(C(C(C(F)(F)F)(F)F)(F)F)(F)F)(F)F)(F)F)(C(C(C(C(C(F)(F)F)(F)F)(F)F)(F)F)(F)F)F 5,5,6,6,7,7,8,8,9,9,10,10,10-tridecafluoro-2-(tridecafluorohexyl)decyltrimethoxysilane